tert-butyl (3S)-4-(3-ethyl-4-nitro-phenyl)-3-methyl-piperazine-1-carboxylate C(C)C=1C=C(C=CC1[N+](=O)[O-])N1[C@H](CN(CC1)C(=O)OC(C)(C)C)C